FC=1C=C2C(N(C(=NC2=CC1)C)C1=CC=C(C=C1)S)=O 6-fluoro-3-(4-mercaptophenyl)-2-methylquinazolin-4(3H)-one